N-(5-(3-(2,2-dimethylpyrrolidin-1-yl)propionamido)-2-methylpyridin-3-yl)-2-(1-(2-methoxyethyl)-1H-pyrazol-4-yl)pyrazolo[5,1-b]thiazole-7-carboxamide CC1(N(CCC1)CCC(=O)NC=1C=C(C(=NC1)C)NC(=O)C=1C=NN2C1SC(=C2)C=2C=NN(C2)CCOC)C